C(CCCCCCCCCCC)OC(CCSCCC(=O)OCCCCCCCCCCCC)=O dilauryl-3,3'-thio-dipropionate